C(CCCCCCCCCCCCCC)(=O)N[C@@H](C)C(=O)O pentadecanoyl-L-alanine